1-methyl-2-oxo-pyridine-3-carboxamide CN1C(C(=CC=C1)C(=O)N)=O